OC[C@@H](/C=C/C1=CC=C(C=C1)C1=CC=C(C=C1)C1CC(C1)NS(=O)(=O)C)N1C(=NC=C1)[C@H](C)O N-((1S,3r)-3-(4'-((S,E)-4-hydroxy-3-(2-((S)-1-hydroxyethyl)-1H-imidazol-1-yl)but-1-en-1-yl)-[1,1'-biphenyl]-4-yl)cyclobutyl)methanesulfonamide